5-(2-hydroxypropan-2-yl)-3-methyl-5-((3-methyl-6-nitro-2-oxo-2,3-dihydro-1H-benzo[d]imidazol-1-yl)methyl)oxazolidin-2-one OC(C)(C)C1(CN(C(O1)=O)C)CN1C(N(C2=C1C=C(C=C2)[N+](=O)[O-])C)=O